ClC1=NC(=CC(=N1)N1C[C@H](CC1)O)C=1C=NC(=CC1)N1CCOCC1 (S)-1-(2-chloro-6-(6-morpholinopyridin-3-yl)pyrimidin-4-yl)pyrrolidin-3-ol